O=C1C=C(CCC1)C1=NC2=CC=C(C=C2C=C1)C(=O)OC methyl 2-(3-oxocyclohexen-1-yl)quinoline-6-carboxylate